N-[(6-Amino-2-pyridyl)sulfonyl]-6-(4-chloro-3-isopropoxyphenyl)-2-[(2S,5R)-2,5-dimethylpyrrolidin-1-yl]pyridin-3-carboxamid NC1=CC=CC(=N1)S(=O)(=O)NC(=O)C=1C(=NC(=CC1)C1=CC(=C(C=C1)Cl)OC(C)C)N1[C@H](CC[C@H]1C)C